C(C)(C)(C)N(C(O)=O)C1=CC2=CN(N=C2C=C1)C1=CC(=NC=C1)Cl.CC1(NC2=CC=CC=C2C(=C1)C)C 2,2,4-trimethyl-1,2-dihydroquinoline tert-butyl-(2-(2-chloropyridin-4-yl)-2H-indazol-5-yl)carbamate